O=C1NC=C(C(N1)=O)C1=CC2=C(N=CN=C2N2CC(CC2)OC2=CC=C(C=N2)C#N)S1 6-[1-[6-(2,4-Dioxo-1H-pyrimidin-5-yl)thieno[2,3-d]pyrimidin-4-yl]pyrrolidine-3-yl]oxypyridine-3-carbonitrile